NC1=NC=CC=C1C1=NC=2C(=NC(=CC2)C2=CC=CC=C2)N1C=1C=CC(=NC1C)NC(=O)C1CCC(CC1)(C(=O)OC)C methyl 4-((5-(2-(2-aminopyridin-3-yl)-5-phenyl-3H-imidazo[4,5-b]pyridin-3-yl)-6-methylpyridin-2-yl)carbamoyl)-1-methylcyclohexane-1-carboxylate